[OH-].C[N+](C)(C)C.[NH4+].[OH-] ammonium tetramethylammonium hydroxide